C(C(C)C)C1=C(N=C(S1)N)C1=CC(=C(C=C1)C(F)(F)F)OCCOC 5-isobutyl-4-(3-(2-methoxyethoxy)-4-(trifluoromethyl)phenyl)thiazol-2-amine